(1'-(1-benzyl-3-iodo-5-methyl-4-oxo-4,5-dihydro-1H-pyrazolo[3,4-d]pyrimidin-6-yl)-1,3-dihydrospiro[inden-2,4'-piperidin]-1-yl)carbamic acid (S)-tert-butyl ester C(C)(C)(C)OC(NC1C2=CC=CC=C2CC12CCN(CC2)C=2N(C(C1=C(N2)N(N=C1I)CC1=CC=CC=C1)=O)C)=O